ClC=1C=C(NC(CC=O)C)C=CC1 3-(3-chloro-anilino)-butyraldehyde